COC(=O)C12CCC(CC1)(CC2)C(NC2=CC=C(C=C2)CNC(=O)OC(C)(C)C)=O 4-[4-(tert-butoxycarbonylamino-methyl)-phenylcarbamoyl]-bicyclo[2.2.2]octane-1-carboxylic acid methyl ester